FC=1C=NC(=NC1)C=1C=CC(=C(C1)O)C1=NC=C(N=C1)NC1CCNCC1 5-(5-fluoropyrimidin-2-yl)-2-{5-[(piperidin-4-yl)amino]pyrazin-2-yl}phenol